BrC1=CC=C(S1)NC(OC(C)(C)C)=O tert-butyl (5-bromothiophen-2-yl)carbamate